OC1(C(CCC(C1)C)C(C)C)C(=O)NCCC1=CC=CC=C1 1-hydroxy-2-isopropyl-5-methyl-N-phenethylcyclohexane-1-carboxamide